C(N)(=N)C=1C=C(SC1)[C@@H](C)NC(=O)[C@H]1N(C[C@](C1)(CF)F)C(CNC(=O)C=1C=CC=2C(C3=CC=CC=C3C2C1)(C)C)=O (2S,4R)-N-((R)-1-(4-carbamimidoylthiophen-2-yl)ethyl)-1-((9,9-dimethyl-9H-fluorene-3-carbonyl)glycyl)-4-fluoro-4-(fluoromethyl)pyrrolidine-2-carboxamide